C12NCC(C1N1C=NC=3C(=NC=4C(=C(C(=CC4C31)Cl)C3=CC(=CC1=CC=C(C=C31)C)O)F)N3CC(C3)N(C)C)C2 4-(1-((endo)-2-azabicyclo[2.1.1]hexan-5-yl)-8-chloro-4-(3-(dimethylamino)-azetidin-1-yl)-6-fluoro-1H-imidazo[4,5-c]quinolin-7-yl)-6-methylnaphthalen-2-ol